CNC(C1=C(C=CC=C1)SC1=CC=C2C(=NN(C2=C1)C(=O)OCC(F)(F)F)\C=C\C1=NC=CC=C1)=O N-methyl-2-((1-(2,2,2-trifluoroethyloxycarbonyl)-3-((1E)-2-(2-pyridinyl)ethenyl)-1H-indazol-6-yl)thio)benzamide